COC=1C=C(C=CC1)C1=NN=C(O1)C(=O)NN 5-(3-methoxyphenyl)-1,3,4-oxadiazole-2-carbohydrazide